5-[3-[[(3R)-1-(3-Hydroxypropyl)-3-piperidyl]amino]-5-methyl-triazin-6-yl]-2,3-dihydrobenzofuran-4-ol OCCCN1C[C@@H](CCC1)NN1NN=C(C(=C1)C)C1=CC=C2C(CCO2)=C1O